2-(2-fluorobenzyl)-6-(pyridin-4-yl)isoquinolin-1(2H)-one FC1=C(CN2C(C3=CC=C(C=C3C=C2)C2=CC=NC=C2)=O)C=CC=C1